(3-(1H-pyrazol-5-yl)phenyl)(6-fluoro-5-isopropylpyridin-2-yl)methylamine chloride [Cl-].N1N=CC=C1C=1C=C(C=CC1)NCC1=NC(=C(C=C1)C(C)C)F